C(#C)C=1C(=NC=CC1)OC 3-ethynyl-2-methoxypyridine